CC(C)(C(C)(C1=CC=C(C=C1)C=O)C)C1=CC=C(C=C1)C=O 2,3-dimethyl-2,3-bis(4-formylphenyl)butane